[2-chloro-4-(dimethylcarbamoyl)phenyl]boronic acid ClC1=C(C=CC(=C1)C(N(C)C)=O)B(O)O